3-cyclopentyl-4-({3-[(1,4-dioxan-2-yl)methoxy]phenyl}amino)-N-[(2E)-imidazolidin-2-ylidene]benzamide C1(CCCC1)C=1C=C(C(=O)N=C2NCCN2)C=CC1NC1=CC(=CC=C1)OCC1OCCOC1